2-decyloxybenzyl carbamate C(N)(OCC1=C(C=CC=C1)OCCCCCCCCCC)=O